selenophenecarboxaldehyde [Se]1C(=CC=C1)C=O